7-chloro-2-(1H-imidazole-1-carbonyl)-5H-pyrrolo[2,3-b]pyrazin-3-amine ClC1=CNC2=NC(=C(N=C21)C(=O)N2C=NC=C2)N